9-(4-chloro-2-fluoro-phenyl)-7-[(2S,4R)-2-(1-cyclobutyl-6-keto-3-pyridyl)tetrahydropyran-4-yl]-2,3-dimethyl-pyrimido[1,2-b]pyridazin-4-one ClC1=CC(=C(C=C1)C=1C=2N(N=C(C1)[C@H]1C[C@H](OCC1)C1=CN(C(C=C1)=O)C1CCC1)C(C(=C(N2)C)C)=O)F